NC1=C(C(=O)N2CCC(CC2)C2=C3C(=NC=C2)N=C(N3)C3OCC(NC3)=O)C=CC(=C1)OC(F)(F)F 6-{7-[1-(2-amino-4-trifluoromethoxy-benzoyl)-4-piperidyl]-imidazo[4,5-b]pyridin-2-yl}-3-morpholinone